ClC1=C(C=CC2=C1C(=NCC(=N2)N)C2=C(C(=CC=C2F)OC)F)Cl 6,7-dichloro-5-(2,6-difluoro-3-methoxy-phenyl)-3H-1,4-benzodiazepine-2-Amine